N1C(=NC2=C1C=CC=C2)C2=NNC(=C2)NC(C2=CC=C(C=C2)NCCCN2CCOCC2)=O N-(3-(1H-benzo[d]imidazol-2-yl)-1H-pyrazol-5-yl)-4-(3-morpholinopropylamino)benzamide